FC(C(=O)O)(F)F.ONC(C=C)=O N-hydroxyacrylamide trifluoroacetate